3-methyl-tetrahydrofuran-2-carbonitrile CC1C(OCC1)C#N